SC(CNCCNCC(C)C)(C)C 1-[2-(2-mercapto-2-methyl-propylamino)-ethylamino]-2-methyl-propane